BrC=1C(=CC(=C(C(=O)N[C@H]2[C@H]([C@H]3CC[C@@H]2C3)C(=O)OC)C1)OC)F Methyl (1S,2S,3R,4R)-3-(5-bromo-4-fluoro-2-methoxybenzamido)bicyclo[2.2.1]heptane-2-carboxylate